Dimethyl-(3-phenyl-1H-inden-2-yl)silane C[SiH](C=1CC2=CC=CC=C2C1C1=CC=CC=C1)C